C(C1=CC=CC=C1)OC(N(C)CCOCC(C(=O)N(C)OC)(C)C1=CC(=CC=C1)I)=O.O(C1=CC=CC=C1)C1=CC=C(C(=O)N2CCN(CC2)CC(=O)N)C=C1 2-(4-(4-phenoxybenzoyl)piperazin-1-yl)acetamide benzyl-(2-(2-(3-iodophenyl)-3-(methoxy(methyl)amino)-2-methyl-3-oxopropoxy)ethyl)(methyl)carbamate